C1OCC12CN(C2)CCOCCN2C1=CC=C(C=C1OC=1C=C(C=CC21)Br)Br 10-(2-(2-(2-oxa-6-azaspiro[3.3]heptan-6-yl)ethoxy)ethyl)-3,7-dibromo-10H-phenoxazine